FC1=CC=2N(C=C1)N=C(N2)N[C@@H]2C[C@H](CC2)NC2=CC=C(C=N2)N2C(C=CC=C2)=O 6'-(((1S,3S)-3-((7-fluoro-[1,2,4]triazolo[1,5-a]pyridin-2-yl)amino)cyclopentyl)amino)-2H-[1,3'-bipyridinyl]-2-one